C(#N)C1=CC=C(C=C1)N1CCN(CC1)C1=C(C=CC=C1)N(S(=O)(=O)C=1C=CC2=C(C(=C(O2)C(=O)O)C)C1)CCC1=CC=CC=C1 5-(N-(2-(4-(4-cyanophenyl)piperazin-1-yl)phenyl)-N-phenethylsulfamoyl)-3-methylbenzofuran-2-Carboxylic acid